CC1=NN(C(=C1)C)C1=NN(C(C=C1)=O)C1CCN(CC1)C1=NC2=CC=CC=C2C=C1C#N 2-[4-[3-(3,5-dimethylpyrazol-1-yl)-6-oxopyridazin-1-yl]piperidin-1-yl]quinoline-3-carbonitrile